3-[3-[4-[(7S)-3-carbamoyl-2-(4-phenoxyphenyl)-4,5,6,7-tetrahydropyrazolo[1,5-a]pyrimidin-7-yl]-1-piperidinyl]azetidin-1-yl]azetidine-1-carboxylic acid tert-butyl ester C(C)(C)(C)OC(=O)N1CC(C1)N1CC(C1)N1CCC(CC1)[C@@H]1CCNC=2N1N=C(C2C(N)=O)C2=CC=C(C=C2)OC2=CC=CC=C2